(S)-2-fluoro-4-(4-(1-methyl-1H-indazol-5-yl)-1-(piperidin-4-ylmethyl)-5-((tetrahydrofuran-3-yl)oxy)-1H-pyrazol-3-yl)benzonitrile FC1=C(C#N)C=CC(=C1)C1=NN(C(=C1C=1C=C2C=NN(C2=CC1)C)O[C@@H]1COCC1)CC1CCNCC1